(1R,2S)-N-[7-chloro-6-[4-((3R,4R)-4-hydroxy-3-methyl-tetrahydrofuran-3-yl)piperazin-1-yl]-3-isoquinolyl]-2-methyl-2-tetrahydrofuran-3-yl-cyclopropanecarboxamide ClC1=C(C=C2C=C(N=CC2=C1)NC(=O)[C@H]1[C@@](C1)(C1COCC1)C)N1CCN(CC1)[C@@]1(COC[C@@H]1O)C